FC(C1=CC=C(CSC=2OC3=C(N2)C=CC=C3O)C=C1)(F)F ((4-(trifluoromethyl)benzyl)thio)benzo[d]oxazol-7-ol